C(C)(C)(C)OC(C(C)NCC=1C=C2C(=CN(C2=CC1)C1=NOC(=N1)C1=CC(=C(C=C1)OC(C)C)F)Cl)=O (((3-chloro-1-(5-(3-fluoro-4-isopropoxyphenyl)-1,2,4-oxadiazol-3-yl)-1H-indol-5-yl)methyl)amino)propanoic acid tert-butyl ester